1-(4-chlorophenyl)-2-methylpropan-2-yl 2,6-bis(tert-butoxycarbonylamino)hexanoate C(C)(C)(C)OC(=O)NC(C(=O)OC(CC1=CC=C(C=C1)Cl)(C)C)CCCCNC(=O)OC(C)(C)C